(3R,5S)-3,5-Dimethyl-4-(3-(6-((R)-2-methylmorpholino)pyridin-3-yl)-1H-pyrazolo[4,3-d]pyrimidin-5-yl)piperazin C[C@@H]1CNC[C@@H](N1C=1N=CC2=C(N1)C(=NN2)C=2C=NC(=CC2)N2C[C@H](OCC2)C)C